1-(tert-butyl) 2-methyl (2S,4S)-2-(2-(chloromethyl) allyl)-4-methoxy-pyrrolidine-1,2-dicarboxylate ClCC(C[C@@]1(N(C[C@H](C1)OC)C(=O)OC(C)(C)C)C(=O)OC)=C